(R)-2-(oxiran-2-ylmethyl)-1,2,3,4-tetrahydroisoquinoline O1[C@@H](C1)CN1CC2=CC=CC=C2CC1